FC1CC2[C@H]3CCON3C3CCC4NCNC(NCC[C@H](CC2CC1)C)C4N3 (6R,14S)-9-fluoro-14-methyl-3-oxa-2,17,19,21,25-pentaazapentacyclo[16.6.2.02,6.07,12.022,26]hexacosane